tert-butyl (8-chloro-6-(N-(1-methylcyclopropyl)sulfamoyl)imidazo[1,2-a]pyridin-3-yl)carbamate ClC=1C=2N(C=C(C1)S(NC1(CC1)C)(=O)=O)C(=CN2)NC(OC(C)(C)C)=O